ClC1=NN2C=3CCCN(C3C=NC2=C1)C1=CC=C(C=C1)[C@H](C(F)(F)F)NC (1R)-1-[4-(4-chloro-2,3,7,10-tetrazatricyclo[7.4.0.02,6]trideca-1(9),3,5,7-tetraen-10-yl)phenyl]-2,2,2-trifluoro-N-methyl-ethanamine